C(C)OC(=O)C=1C=NC2=C(C=C(C=C2C1C)Br)F 6-bromo-8-fluoro-4-methylquinoline-3-carboxylic acid ethyl ester